O1CC(=CCC1)OS(=O)(=O)C(F)(F)F 5,6-Dihydro-2H-pyran-3-yl-trifluoromethanesulfonate